(2,2,2-trifluoroethyl) (fluoromethyl) disulfide FCSSCC(F)(F)F